1-((5-bromopyridin-2-yl)methyl)-1H-indole-7-carboxylic acid BrC=1C=CC(=NC1)CN1C=CC2=CC=CC(=C12)C(=O)O